C(C1=CC=CC=C1)OC=1C=C2CN(C(C2=C(C1)Br)=O)C1C(NC(CC1)=O)=O 3-(5-(benzyloxy)-7-bromo-1-oxoisoindolin-2-yl)piperidine-2,6-dione